7-[(3R*)-1-{4-[4-(1,3-dioxolan-2-yl)piperidin-1-yl]phenyl}piperidin-3-yl]-4-methyl-1H-indole-3-carbonitrile O1C(OCC1)C1CCN(CC1)C1=CC=C(C=C1)N1C[C@H](CCC1)C=1C=CC(=C2C(=CNC12)C#N)C |o1:19|